C1(=CC=C(C=C1)C=O)C=O 1,4-benzene-dicarboxaldehyde